CC(CCNCCCCCCCCCCCN)(C)C N-(3,3-dimethylbutyl)undecane-1,11-diamine